NC1=NC=NN2C1=C(N=C2C(C)C)C2=CC=C(CNC(C1=NC=CC=C1)=O)C=C2 N-(4-(4-amino-7-isopropylimidazo[5,1-f][1,2,4]triazin-5-yl)benzyl)picolinamide